4-((4-methoxyphenyl)sulfonyl)-8-(4-Trifluoromethylphenyl)-3,4-dihydro-2H-pyrido[4,3-b][1,4]thiazine COC1=CC=C(C=C1)S(=O)(=O)N1C2=C(SCC1)C(=CN=C2)C2=CC=C(C=C2)C(F)(F)F